5-amino-N-{2-[3-amino-4-(1-methoxyethyl)pyrrolidin-1-yl]-5,6,7,8-tetrahydroquinolin-6-yl}-2-methylthieno[2,3-d]pyrimidine-6-carboxamide NC1=C(SC=2N=C(N=CC21)C)C(=O)NC2CC=1C=CC(=NC1CC2)N2CC(C(C2)C(C)OC)N